ClC1=CC=C(C=C1)N1/C(/S\C(\C1=O)=C\1/C(NC2=CC=C(C=C12)OC)=O)=N/C1=CC=C(C=C1)S(=O)(=O)N 4-(((Z)-3-(4-chlorophenyl)-5-((Z)-5-methoxy-2-oxoindoline-3-ylidene)-4-oxothiazolidin-2-ylidene)amino)benzenesulphonamide